C(C)(=O)OC(CCC[C@@H](C)[C@H]1CC[C@@H]2[C@@]1(CC[C@@H]1[C@]3(CC[C@@H](CC3=CC[C@@H]21)OCC(=O)[O-])C)C)(C)C {[(1R,3aS,3bS,7S,9aR,9bS,11aR)-1-[(2R)-6-acetoxy-6-methylhept-2-yl]-9a,11a-dimethyl-2,3,3a,3b,4,6,7,8,9,9a,9b,10,11,11a-tetradecahydro-1H-cyclopenta[1,2-a]phenanthren-7-yl] oxy}acetate